decanethioate C(CCCCCCCCC)([O-])=S